2-(2,4-dimethylphenyl)-1H-indazole-3(2H)-one CC1=C(C=CC(=C1)C)N1NC2=CC=CC=C2C1=O